N1=CNC(C2=C1N=CC2)=O 5H-pyrrolo[3,2]pyrimidin-4-one